O.O.O.O.O.O.O.[O-][Mo](=O)(=O)[O-].[Na+].[Na+] The molecule is a hydrate that is the heptahydrate form of sodium molybdate. It has a role as a poison. It is a hydrate, an inorganic sodium salt and a molybdate. It contains a sodium molybdate (anhydrous).